tert-butyl (R)-3-(N-(6-(5-(((1-(2-chloropyridin-3-yl)ethoxy)carbonyl)amino)-1-methyl-1H-1,2,3-triazol-4-yl)pyridin-3-yl)sulfamoyl)azetidine-1-carboxylate ClC1=NC=CC=C1[C@@H](C)OC(=O)NC1=C(N=NN1C)C1=CC=C(C=N1)NS(=O)(=O)C1CN(C1)C(=O)OC(C)(C)C